NC1=CC=C(OC2=CC=C(C(=O)O)C=C2)C=C1 4-(4-aminophenoxy)benzoic acid